(3S,4S)-N-(3,5-bis(trifluoromethyl)benzyl)-3-(4-fluoro-2-methylphenyl)-N-methylpiperidine-4-carboxamide FC(C=1C=C(CN(C(=O)[C@@H]2[C@H](CNCC2)C2=C(C=C(C=C2)F)C)C)C=C(C1)C(F)(F)F)(F)F